O=C1C[C@@H]2CC[C@H]3[C@@H]4CC[C@@H]([C@@]4(C)CC[C@@H]3[C@]2(CC1)C)C(C(=O)OCC)O ethyl (3-keto-5α-androstan-17β-yl)glycolate